FC(C(=C(C(C(C(C(F)(F)F)(F)F)(F)F)(F)F)F)F)(F)F Perfluorohept-2-en